9-(3-(4-chloro-6-(3-(triphenylsilyl)phenyl)-1,3,5-triazin-2-yl)phenyl)-9H-carbazole ClC1=NC(=NC(=N1)C1=CC(=CC=C1)[Si](C1=CC=CC=C1)(C1=CC=CC=C1)C1=CC=CC=C1)C=1C=C(C=CC1)N1C2=CC=CC=C2C=2C=CC=CC12